(1s,4s)-4-(2-((1r,4r)-4-hydroxycyclohexylamino)-8-(2,4,6-trichlorophenylamino)-9H-purin-9-yl)cyclohexanecarboxamide OC1CCC(CC1)NC1=NC=C2N=C(N(C2=N1)C1CCC(CC1)C(=O)N)NC1=C(C=C(C=C1Cl)Cl)Cl